3-methyl-5-nitro-1,2-benzisoxazole CC1=NOC2=C1C=C(C=C2)[N+](=O)[O-]